FC(C(=O)O)(F)F.NCC1CC2=CC(=C(C(=C2C1)F)N1CC(NS1(=O)=O)=O)O 5-[2-(aminomethyl)-4-fluoro-6-hydroxy-2,3-dihydro-1H-inden-5-yl]-1λ6,2,5-thiadiazolidine-1,1,3-trione 2,2,2-trifluoroacetate